N-[(4-hydroxy-3-methoxyphenyl)methyl]-6-octynamide OC1=C(C=C(C=C1)CNC(CCCCC#CC)=O)OC